2-((3-chloro-3-phenylpropyl)sulfonyl)-4-(thiophen-2-yl)-6-(trifluoromethyl)pyrimidine ClC(CCS(=O)(=O)C1=NC(=CC(=N1)C=1SC=CC1)C(F)(F)F)C1=CC=CC=C1